ClC1=CC(=C(C=C1)C1OC(=C(C1=O)OS(=O)(=O)C1=CC=CC=C1)N)F 2-(4-chloro-2-fluorophenyl)-4-[[phenylsulfonyl]oxy]-5-amino-3(2H)-furanone